N-((1S)-1-(4-((1,1-dimethyl-2,3-dihydro-1H-inden-2-yl)amino)phenyl)-2,2,2-trifluoroethyl)-N-methyl-3-(2-oxopyrrolidin-1-yl)propenamide CC1(C(CC2=CC=CC=C12)NC1=CC=C(C=C1)[C@@H](C(F)(F)F)N(C(C=CN1C(CCC1)=O)=O)C)C